β-lactose, monohydrate O.O[C@H]1[C@H](O)[C@@H](O)[C@H](O[C@H]2[C@H](O)[C@@H](O)[C@@H](O)[C@H](O2)CO)[C@H](O1)CO